OC(C(=O)O)(CCCCCCCCCCCCCCCCCC)O dihydroxyarachic acid